3-(4-((8-(2-(5-((4-([1,1'-biphenyl]-3-yl)-5-chloropyrimidin-2-yl)amino)pyridin-3-yl)-1-oxo-2,8-diazaspiro[4.5]decan-8-yl)-8-oxooctyl)oxy)-1-oxoisoindolin-2-yl)piperidine-2,6-dione C1(=CC(=CC=C1)C1=NC(=NC=C1Cl)NC=1C=C(C=NC1)N1C(C2(CC1)CCN(CC2)C(CCCCCCCOC2=C1CN(C(C1=CC=C2)=O)C2C(NC(CC2)=O)=O)=O)=O)C2=CC=CC=C2